(S)-8-(2-(2-methylazetidin-1-yl)-6,7-dihydro-5H-cyclopenta[d]pyrimidin-4-yl)-1,3,4,5-tetrahydro-2H-benzo[e][1,4]diazepin-2-one C[C@@H]1N(CC1)C=1N=C(C2=C(N1)CCC2)C=2C=CC1=C(NC(CNC1)=O)C2